C(CC)C=C(C(=O)N)C propyl-methylacrylamide